N-[(1S)-2-hydroxy-1-[3-(oxolan-2-yl)phenyl]ethyl]acetamide OC[C@H](C1=CC(=CC=C1)C1OCCC1)NC(C)=O